C(#N)C1=C(C=CC(=C1)Cl)N(C(C(=C)C)=O)C N-(2-cyano-4-chlorophenyl)-N-methyl-methacrylamide